tert-butyl 3-(5,6-dimethoxy-1-methylindol-2-yl)-3-oxopropionate COC=1C=C2C=C(N(C2=CC1OC)C)C(CC(=O)OC(C)(C)C)=O